BrC1=CC=C(C=C1)C=1N=NN(C1NC(O[C@H](C)C1=C(C=CC=C1)Cl)=O)C (R)-1-(2-chlorophenyl)ethyl (4-(4-bromophenyl)-1-methyl-1H-1,2,3-triazol-5-yl)carbamate